CN1CCN(CC1)CC1=CC=C(C=C1)\C=C\B1OC(C(O1)(C)C)(C)C trans-1-methyl-4-(4-(2-(4,4,5,5-tetramethyl-1,3,2-dioxaborolan-2-yl)vinyl)benzyl)piperazine